BrC1=C(C=C2C(C3=CC(=C(C=C3C2)OC)OC)=O)C=CC(=C1)C(F)(F)F 2-(2-bromo-4-(trifluoromethyl)benzylidene)-5,6-dimethoxy-2,3-dihydro-1H-indene-1-one